FC1=C(NC=C1)F difluoropyrrole